C(C1=CC=CC=C1)N1N=CC2=C(C1=O)N(C1=C2SC(=N1)SC)CC 6-benzyl-4-ethyl-2-(methylthio)-4,6-dihydro-5H-thiazolo[5',4':4,5]Pyrrolo[2,3-d]Pyridazin-5-one